3-(piperidin-1-yl)propionitrile N1(CCCCC1)CCC#N